ethyl 2-(6-hydroxypyridin-2-yl)pyrazolo[5,1-b]thiazole-7-carboxylate OC1=CC=CC(=N1)C1=CN2C(S1)=C(C=N2)C(=O)OCC